3-(9-((4-(aminomethyl)-2,6-dimethylphenyl)carbamoyl)-4,5-dihydrobenzo[b]thieno[2,3-d]oxepin-8-yl)-6-((1-methylcyclobutyl)carbamoyl)picolinic acid NCC1=CC(=C(C(=C1)C)NC(=O)C1=CC2=C(OCCC3=C2SC=C3)C=C1C=1C(=NC(=CC1)C(NC1(CCC1)C)=O)C(=O)O)C